2-[4-[4-(2,6-dioxo-3-piperidyl)phenyl]piperazin-1-ium-1-yl]ethylammonium dichloride [Cl-].[Cl-].O=C1NC(CCC1C1=CC=C(C=C1)N1CC[NH+](CC1)CC[NH3+])=O